(2-isopropyl-4-(p-tert.butyl-phenyl)indenyl)(2-methyl-4-phenyl-indenyl)-zirconium dichloride [Cl-].[Cl-].C(C)(C)C=1C(C2=CC=CC(=C2C1)C1=CC=C(C=C1)C(C)(C)C)[Zr+2]C1C(=CC2=C(C=CC=C12)C1=CC=CC=C1)C